C(C)(C)(C)OC(=O)N1C[C@H]([C@H](C1)C)OC=1C=C2CN(C(C2=CC1)=O)C1C(N(C(CC1)=O)CC1=CC=C(C=C1)OC)=O (3S,4S)-3-((2-(1-(4-methoxyphenylmethyl)-2,6-dioxopiperidin-3-yl)-1-oxoisoindolin-5-yl)oxy)-4-methylpyrrolidine-1-carboxylic acid tert-butyl ester